tert-butyl ((3s)-1-(5-(4-cyanopyridin-3-yl)-2-(3-fluoro-2-(2-fluoro-6-methoxyphenyl)isonicotinamido)phenyl)pyrrolidin-3-yl)carbamate C(#N)C1=C(C=NC=C1)C=1C=CC(=C(C1)N1C[C@H](CC1)NC(OC(C)(C)C)=O)NC(C1=C(C(=NC=C1)C1=C(C=CC=C1OC)F)F)=O